N1CC(CCC1)C(CC)NC(OC(C)(C)C)=O tert-butyl (1-(piperidin-3-yl)propyl)carbamate